3-(4-pyridyl)pyrone N1=CC=C(C=C1)C=1C(OC=CC1)=O